O1CCC(CC1)OCCOC1=CC=C(OC2=CC(=CC=3N2C=NC3)C=3OC=NN3)C=C1 2-[5-[4-(2-tetrahydropyran-4-yloxyethoxy)phenoxy]imidazo[1,5-a]pyridin-7-yl]-1,3,4-oxadiazole